2-methyl-4-ethyl-8-quinolate CC1=NC2=C(C=CC=C2C(=C1)CC)C(=O)[O-]